Benzo(b)cyclobuta(d)thiophene-2,2a(7bH)-dicarboxylic acid C1=C(C2(C1C1=C(S2)C=CC=C1)C(=O)O)C(=O)O